2-phenylthiazole-4-carboxylic acid C1(=CC=CC=C1)C=1SC=C(N1)C(=O)O